1-aminocyclopropane-1-carbonitrile HCl salt Cl.NC1(CC1)C#N